N-(9-(3-oxa-9-azaspiro[5.5]undecan-9-yl)-5,6-dihydro-4H-benzo[f]imidazo[1,2-a]azepin-4-yl)-5-benzyl-1H-1,2,4-triazole-3-carboxamide C1COCCC12CCN(CC2)C2=CC1=C(CCC(C=3N1C=CN3)NC(=O)C3=NNC(=N3)CC3=CC=CC=C3)C=C2